ClC1=C2C(=NN(C2=CC=C1)S(=O)(=O)C1=CC=C(C=C1)C)N1[C@@H](CC(C1)(F)F)C(C)=O 1-[(2S)-1-[4-chloro-1-(p-tolylsulfonyl)indazol-3-yl]-4,4-difluoro-pyrrolidin-2-yl]ethanone